C1(=CC=C(C=C1)C(C#N)=CC1=C(C=CC=C1)C1=CC=NC=C1)C(C#N)=CC1=C(C=CC=C1)C1=CC=NC=C1 (1,4-phenylene)bis(3-(4-pyridyl-phenyl)acrylonitrile)